C(#N)C1=CC=C(C=C1)C1=CN=CC2=C1OCCN2C(=O)C2CN(C2)S(=O)(=O)C=2C=C(C#N)C=CC2 3-((3-(8-(4-cyanophenyl)-3,4-dihydro-2H-pyrido[4,3-b][1,4]oxazine-4-carbonyl)azetidin-1-yl)-sulfonyl)benzonitrile